7-phenyl-N-((3aR,5s,6aS)-2-((tetrahydro-2H-pyran-4-yl)methyl)octahydrocyclopenta[c]pyrrol-5-yl)thieno[2,3-d]pyridazin-4-amine C1(=CC=CC=C1)C=1N=NC(=C2C1SC=C2)NC2C[C@@H]1[C@@H](CN(C1)CC1CCOCC1)C2